N1C=C(C=C1)C1=C(C=NC2=CC=CC=C12)C#N 4-(1H-pyrrol-3-yl)quinoline-3-carbonitrile